1-(2-chloropyridin-4-yl)-N-(3-fluoro-2-methyl-2H-indazol-7-yl)-1H-pyrazole-4-sulfonamide ClC1=NC=CC(=C1)N1N=CC(=C1)S(=O)(=O)NC1=CC=CC2=C(N(N=C12)C)F